3-[(cyclopropylmethyl)amino]-2-fluorobenzoic acid isopropyl ester C(C)(C)OC(C1=C(C(=CC=C1)NCC1CC1)F)=O